CN1C(CNCC1)C(=O)[O-] 1-methylpiperazine-2-carboxylate